C1(CC1)C1=C(C(=NO1)C1=C(C=CC=C1Cl)Cl)COC1CCN(CC1)C1=NC=C(/C(/N)=N/O)C=C1 (Z)-6-(4-((5-cyclopropyl-3-(2,6-dichlorophenyl)isoxazol-4-yl)methoxy)piperidin-1-yl)-N'-hydroxynicotinimidamide